ClC1=CC=C(C=C1)C=1C=C(C(N(N1)C=1C=NC=C(C1)C)=O)C(=O)N[C@H](CO)C 6-(4-Chlorophenyl)-N-[(2S)-1-hydroxypropan-2-yl]-2-(5-methylpyridin-3-yl)-3-oxo-2,3-dihydropyridazine-4-carboxamide